C1(=CC=CC=C1)N1NC(=CC1C1=CC=C(C=C1)C(C)C)C=CC1=CC=C(C=C1)C(C)C phenyl-3-(4-isopropylstyryl)-5-(4-isopropylphenyl)-pyrazoline